FC(C(=O)O)(F)F.C(N)(OC(C1=CC=C(C=C1)N)=O)=O para-aminobenzoyl carbamate trifluoroacetate